C1(=CC=C(C=C1)N(C1=CC=2C(C3=CC=CC=C3C2C=C1C1=CC=CC=C1)(C1=CC=CC=C1)C1=CC=CC=C1)C1=CC=C(C=C1)C1=CC=CC=C1)C1=CC=CC=C1 N,N-di([1,1'-biphenyl]-4-yl)-3,9,9-triphenyl-9H-fluoren-2-amine